FC=1C=C(C=C(C1C1=C(C=NC=C1)OC)F)NC([C@H](C(C1=CC=CC=C1)C1=CC=CC=C1)NC(OC(C)(C)C)=O)=O tert-butyl (S)-(1-((3,5-difluoro-4-(3-methoxypyridin-4-yl)phenyl)amino)-1-oxo-3,3-diphenylpropan-2-yl)carbamate